FC(C=1C(=C(C=CC1)[C@@H](C)NC1=C(C(=NC(=N1)OC)C(C(=O)NC1=CN=NC=C1)C)C1OCCO1)F)F 2-(6-(((R)-1-(3-(difluoromethyl)-2-fluorophenyl)ethyl)amino)-5-(1,3-dioxolan-2-yl)-2-methoxypyrimidin-4-yl)-N-(pyridazin-4-yl)propanamide